O.[Na+].[Na+].P(=O)([O-])([O-])OC[C@@H]1[C@H](C[C@@H](O1)N1C(=O)NC(=O)C(C)=C1)O thymidine 5'-monophosphate disodium hydrate